C(C)(C)(C)OC(=O)N1C(CC2(CC1)C1(C3=CC=CC=C3C2)CC1)=O oxo-3'H-dispiro[cyclopropane-1,1'-indene-2',4''-piperidine]-1''-carboxylic acid tert-butyl ester